1-(4-((4-((5'-amino-4'-fluoro-4-methoxy-2'-methyl-[1,1'-biphenyl]-3-yl)amino)-7-methoxy-quinazolin-6-yl)oxy)piperidin-1-yl)prop-2-en-1-one NC=1C(=CC(=C(C1)C1=CC(=C(C=C1)OC)NC1=NC=NC2=CC(=C(C=C12)OC1CCN(CC1)C(C=C)=O)OC)C)F